CN(C=1C=C(C=C2C=C(NC12)C1=CC=CC=C1)CN1CCSCC1)C1CCOCC1 4-((7-(methyl-(tetrahydro-2H-pyran-4-yl)amino)-2-phenyl-1H-indol-5-yl)methyl)thiomorpholine